3-[3-[4-[3-[2-[4-[tert-butyl(dimethyl)silyl]oxybutylamino]-4-methoxycarbonyl-thiazol-5-yl]propoxy]-3-fluoro-phenyl]prop-2-ynyl-methyl-amino]propane-1-sulfonic acid [Si](C)(C)(C(C)(C)C)OCCCCNC=1SC(=C(N1)C(=O)OC)CCCOC1=C(C=C(C=C1)C#CCN(CCCS(=O)(=O)O)C)F